ClC=1N(C=2C(=NC=C(C2)N2C=CC=3N=CN=C(C32)OC)N1)CC1=NC(=CC=C1)F 2-chloro-1-((6-fluoropyridin-2-yl)methyl)-6-(4-methoxy-5H-pyrrolo[3,2-d]pyrimidin-5-yl)-1H-imidazo[4,5-b]pyridine